4-chloro-8-methyl-7-(trimethylsilyl)benzo[c][2,7]naphthyridine ClC=1N=CC=C2C3=C(N=CC12)C(=C(C=C3)C)[Si](C)(C)C